CC1=NC(=CC=C1OC[C@@H]1[C@H](CCCC1)C(=O)OC)C=1N=NN(C1NC(=O)O[C@H](C)CCC)C methyl (1S,2S)-2-(((2-methyl-6-(1-methyl-5-(((((R)-pentan-2-yl)oxy)carbonyl)amino)-1H-1,2,3-triazol-4-yl)pyridin-3-yl)oxy)methyl)cyclohexane-1-carboxylate